ClC=1C(=CC(=C(C=O)C1)O)OCC1=C(C(=CC=C1)B1OC(C(O1)(C)C)(C)C)C 5-Chloro-2-hydroxy-4-((2-methyl-3-(4,4,5,5-tetramethyl-1,3,2-dioxaborolan-2-yl)benzyl)oxy)benzaldehyde